OCCCCCCN(CCCCCCCC(=O)N(CCCCCCCC)CCCCCCCC)CCCCCCCC(=O)N(CCCCCCCC)CCCCCCCC 8,8'-((6-HYDROXYHEXYL)AZANEDIYL)BIS(N,N-DIOCTYLOCTANAMIDE)